[S].COC1=CC=C(C=C1)P(C1=CC=C(C=C1)OC)C1=CC=C(C=C1)OC tri(p-methoxyphenyl)phosphine sulfur